5-chloro-3-(2-chloro-3-fluoro-5-methylpyridin-4-yl)-6-hydroxy-2-methylpyrimidin-4-one ClC=1C(N(C(=NC1O)C)C1=C(C(=NC=C1C)Cl)F)=O